[C@@H]1([C@H](O)[C@H](O)[C@H](O1)CO)N1C2=NC=NC(=C2N=C1)NC(=O)N[C@@H]([C@H](O)C)C(=O)O N-((9-β-D-ribofuranosyl-purin-6-yl)carbamoyl)threonine